S1C=NC2=C1C=CC(=C2)NC2=CC=NC1=CC(=CC=C21)C2=C(C=C(CN1CCC3(CCN(CC3)C(=O)OC(C)(C)C)CC1)C=C2)F tert-butyl 9-(4-(4-(benzo[d]thiazol-5-ylamino)quinolin-7-yl)-3-fluorobenzyl)-3,9-diazaspiro[5.5]undecane-3-carboxylate